(1S,3R)-3-acetamido-N-(5-chloro-4-(7-fluoro-3-(2-hydroxypropan-2-yl)-2-methyl-2H-indazol-5-yl)pyridin-2-yl)cyclohexane-1-carboxamide C(C)(=O)N[C@H]1C[C@H](CCC1)C(=O)NC1=NC=C(C(=C1)C1=CC2=C(N(N=C2C(=C1)F)C)C(C)(C)O)Cl